2-(4-Bromo-2-fluorophenyl)-4,6-diphenyl-1,3,5-triazine BrC1=CC(=C(C=C1)C1=NC(=NC(=N1)C1=CC=CC=C1)C1=CC=CC=C1)F